C1(=CC=CC=C1)C(C1=CC=CC=C1)=NC1=CC(=NC=C1)OCCS(=O)(C)=NC(OCC1=CC=CC=C1)=O Benzyl ((2-((4-((diphenylmethylene)amino)pyridin-2-yl)oxy)ethyl)(methyl)(oxo)-λ6-sulfanylidene)carbamate